1-(7-amino-2,3-dihydro-4H-benzo[b][1,4]oxazin-4-yl)-2-methylpropan-2-ol NC=1C=CC2=C(OCCN2CC(C)(O)C)C1